CC1=NN(C2=NC(=NC=C21)NC=2C(=CC=1N(C2)N=CN1)C)C1CC2(C1)CCOCC2 3-methyl-N-(7-methyl-[1,2,4]triazolo[1,5-a]pyridin-6-yl)-1-(7-oxaspiro[3.5]nonan-2-yl)-1H-pyrazolo[3,4-d]pyrimidin-6-amine